[Y].[Mn] manganese-yttrium